N-(4-(3-(4-amino-3,5-difluorobenzoyl)indolizin-8-yl)-5-methoxy-3-(methylamino)-2-nitrophenyl)-2-methoxy-N-methylacetamide NC1=C(C=C(C(=O)C2=CC=C3C(=CC=CN23)C2=C(C(=C(C=C2OC)N(C(COC)=O)C)[N+](=O)[O-])NC)C=C1F)F